CN(NCC=1C=NN(C1)C1=CC=C(C=C1)C(F)(F)F)C(C)=O N-methyl-N'-((1-(4-(trifluoromethyl)phenyl)-1H-pyrazol-4-yl)methyl)acetohydrazide